C12(CCC(CC1)CC2)C2=NOC(=C2C(=O)OC2C[C@H]1CC[C@@H](C2)N1C=1SC2=C(N1)C(=CC(=C2)C(=O)OC)OC)C2CC2 (1R,3R,5S)-8-(4-Methoxy-6-(methoxycarbonyl)benzo[d]thiazol-2-yl)-8-azabicyclo[3.2.1]octan-3-yl 3-(bicyclo[2.2.2]octan-1-yl)-5-cyclopropylisoxazole-4-carboxylate